benzotriazol-1-yl-oxytris(dimethylamino)phosphonium N1(N=NC2=C1C=CC=C2)O[P+](N(C)C)(N(C)C)N(C)C